4-(2-{[(4aS,7aR)-1-(2-methylpropyl)-octahydro-1H-cyclopenta[b]pyridin-4a-yl]methoxy}-8-fluoro-4-(1,4-oxazepan-4-yl)pyrido[4,3-d]pyrimidin-7-yl)-5-ethynyl-6-fluoronaphthalen-2-ol CC(CN1[C@H]2[C@@](CCC1)(CCC2)COC=2N=C(C1=C(N2)C(=C(N=C1)C1=CC(=CC2=CC=C(C(=C12)C#C)F)O)F)N1CCOCCC1)C